2,6-difluoro-3-nitroaniline FC1=C(N)C(=CC=C1[N+](=O)[O-])F